N1N=CC(=C1)C1=CC=C(C=C1)N1CCC(CC1)CN1C2CCC(C1=O)C2 2-((1-(4-(1H-pyrazol-4-yl)phenyl)piperidin-4-yl)methyl)-2-azabicyclo[2.2.1]heptan-3-one